phenylamino-1,3-dihydroimidazole C1(=CC=CC=C1)NN1CNC=C1